C1(=CC=CC=2OC3=C(C21)C=CC=C3)C3=C(C=CC=C3)N(C=3C2(C1=CC4=CC=CC=C4C1=CC3)C=CC=C3C1=CC=CC=C1C=C32)C3=C(C(=CC=2C1=CC=CC=C1CC32)C3=CC=CC=C3)C3=CC=CC=C3 (dibenzofuranylphenyl)(diphenylfluorenyl)(spirobifluorenyl)amine